C(C)(C)(C)OC(=O)N1C(CCC1)C(NC1CCC(CC1)=O)=O 2-((4-oxocyclohexyl)carbamoyl)pyrrolidine-1-carboxylic acid t-butyl ester